3-Methylbenzaldehyde CC=1C=C(C=O)C=CC1